P(=O)(O)([O-])[O-].[NH4+].[NH4+] Diammonium Hydrogen Phosphate